CC(C(C)N)N 2,3-Butylenediamine